3-((2-methoxyethyl)amino)-5-(5-(trifluoromethyl)-4-((2-(trimethylsilyl)ethoxy)methyl)-4H-1,2,4-triazol-3-yl)picolinaldehyde COCCNC=1C(=NC=C(C1)C1=NN=C(N1COCC[Si](C)(C)C)C(F)(F)F)C=O